8-hydroxy-7-isopropyl-3-(3-methoxypropoxy)-10-oxo-2-(tetrahydro-2H-pyran-4-yl)-6,7,10,11-tetrahydrooxepino[3,2-b:4,5-b']dipyridine-9-carboxylic acid OC=1C2=C(NC(C1C(=O)O)=O)C1=NC(=C(C=C1OCC2C(C)C)OCCCOC)C2CCOCC2